1-methyl-1H-pyrazole-4-sulfonohydrazide CN1N=CC(=C1)S(=O)(=O)NN